FC1=CC=C2C(=CNC2=C1)C1CNCC1C 6-fluoro-3-(4-methylpyrrolidin-3-yl)-1H-indole